fluorophenyloxirane FC1(OC1)C1=CC=CC=C1